1-dicyclohexylamino-3-methylenepent-4-ene C1(CCCCC1)N(CCC(C=C)=C)C1CCCCC1